CC1=C(C(NC(=C1)C)=O)CNC(=O)C=1C=C(C=C(C1C)N(C1CCOCC1)CC)C1=CC=CC=C1 N-((4,6-dimethyl-2-oxo-1,2-dihydropyridin-3-yl)methyl)-5-(ethyl-(tetrahydro-2H-pyran-4-yl)amino)-4-methyl-[1,1'-biphenyl]-3-carboxamide